FC(C(C(=O)O)(C)C)F 3,3-difluoro-2,2-dimethyl-propionic acid